C(C)OC(=O)C1(CC(=NO1)C1=C(C=C(C(=C1)C1=NC(=CN=C1C)C)F)Cl)C 3-[2-chloro-5-(3,6-dimethylpyrazin-2-yl)-4-fluoro-phenyl]-5-methyl-4H-isoxazole-5-carboxylic acid ethyl ester